tert-butyl 4-(4-(3-(3-chloro-2-(methoxycarbonyl)phenoxy)pyridin-4-yl)phenyl)piperazine-1-carboxylate ClC=1C(=C(OC=2C=NC=CC2C2=CC=C(C=C2)N2CCN(CC2)C(=O)OC(C)(C)C)C=CC1)C(=O)OC